C(C)(C)(C)[C@]1(N(CC(C1)=O)C(=O)O)C.C(CCCCCCCCCCCCCCCCCCCCC)(=O)N[C@@H](CCC(=O)O)C(=O)O N-behenoyl-glutamic acid tert-butyl-(2S)-2-methyl-4-oxo-pyrrolidine-1-carboxylate